3,6,9,15-tetraazabicyclo[9.3.1]pentadecane-1(15),11,13-triene-3,6,9-triacetate C1=2CN(CCN(CCN(CC(=CC=C1)N2)CC(=O)[O-])CC(=O)[O-])CC(=O)[O-]